[C@@]12(CNC[C@@H]2C1)NC(OC(C)(C)C)=O tert-butyl (1R,5S)-3-azabicyclo[3.1.0]hexan-1-ylcarbamate